DISODIUM URIDINE [C@@H]1([C@H](O)[C@H](O)[C@@H](CO)O1)N1C(=O)NC(=O)C=C1.[Na].[Na]